3-Ethyl-2-[2-(6-hydroxy-2-NAPHTHALENYL)Ethyl]-1,1-dimethyl-1H-benz[e]indolium C(C)[N+]1=C(C(C=2C3=C(C=CC12)C=CC=C3)(C)C)CCC3=CC1=CC=C(C=C1C=C3)O